tert-Butyl 3-(allyloxy)-2-(2-(hydroxymethyl)allyl)-6,7-dihydro-2H-pyrazolo[4,3-c]pyridine-5(4H)-carboxylate C(C=C)OC=1N(N=C2C1CN(CC2)C(=O)OC(C)(C)C)CC(=C)CO